3-[[4-[3-fluoro-5-isobutyl-2-(2H-tetrazol-5-yl)phenyl]piperazin-1-yl]-methyl]pyridazine FC=1C(=C(C=C(C1)CC(C)C)N1CCN(CC1)CC=1N=NC=CC1)C=1N=NNN1